N[C@@H]([C@H](C)O)C (2S,3R)-3-Aminobutan-2-ol